C(C=C)(=O)N1[C@H](CN(CC1)C1=NC(=NC=2C[C@@H](CCC12)N1CCCC2=CC=CC=C12)OC[C@H]1N(CCC1)C)CC#N 2-((S)-1-Acryloyl-4-((R)-7-(3,4-dihydroquinolin-1(2H)-yl)-2-(((S)-1-methylpyrrolidin-2-yl)methoxy)-5,6,7,8-tetrahydroquinazolin-4-yl)piperazin-2-yl)acetonitrile